N'-pentyl-N-phenylcyclopropane-1,1-dicarboxamide C(CCCC)NC(=O)C1(CC1)C(=O)NC1=CC=CC=C1